NC1=CC=C(OC=2C=C(OC3=C(C(=C(C=C3)OC3=CC(=CC=C3)OC3=CC=C(C=C3)N)C)C)C=CC2)C=C1 1,4-bis(3-(4-aminophenoxy)phenoxy)-2,3-dimethylbenzene